(R)-1-(3-ethyl-3-hydroxy-2,3-dihydro-1H-inden-5-yl)-2-isopropyl-6-((3-methyl-4-((1-methylpiperidin-4-yl)oxy)phenyl)amino)-1,2-dihydro-3H-pyrazolo[3,4-d]pyrimidin-3-one C(C)[C@]1(CCC2=CC=C(C=C12)N1N(C(C=2C1=NC(=NC2)NC2=CC(=C(C=C2)OC2CCN(CC2)C)C)=O)C(C)C)O